COC=1C=C(C=CC1OC)C=1CCN(C1)C 4-(3,4-Dimethoxyphenyl)-1-methyl-2,3-dihydro-1H-pyrrole